4,6-dichloro-N-(2-chloro-5-fluorobenzoyl)-N-(4-methoxybenzyl)picolinamide ClC1=CC(=NC(=C1)Cl)C(=O)N(CC1=CC=C(C=C1)OC)C(C1=C(C=CC(=C1)F)Cl)=O